COC1=CC=C(C=C1)CNC=1[C@H]2C([C@@H](CC1C(=O)OC)C2)(C)C methyl (1R,5R)-2-[(4-methoxyphenyl) methylamino]-6,6-dimethyl-bicyclo[3.1.1]hept-2-ene-3-carboxylate